3-(3-fluoro-4-(4-(hydroxymethyl)-3-methylpiperidin-1-yl)phenyl)piperidine-2,6-dione FC=1C=C(C=CC1N1CC(C(CC1)CO)C)C1C(NC(CC1)=O)=O